N-(2-((2-amino-3-chloropyridin-4-yl)oxy)pyrimidin-5-yl)-2-cyclopropyl-6-(4-fluorophenyl)-5-oxo-2,5-dihydropyridazine-3-carboxamide NC1=NC=CC(=C1Cl)OC1=NC=C(C=N1)NC(=O)C=1N(N=C(C(C1)=O)C1=CC=C(C=C1)F)C1CC1